1-Methyl-3-nitro-1H-pyrazole-4-carbaldehyde CN1N=C(C(=C1)C=O)[N+](=O)[O-]